5,7,8-trifluoro-3-((triisopropylsilyl)oxy)naphthalen-1-yl trifluoromethanesulfonate FC(S(=O)(=O)OC1=CC(=CC2=C(C=C(C(=C12)F)F)F)O[Si](C(C)C)(C(C)C)C(C)C)(F)F